C(C)(=O)N1[C@H](CC(C1)C=1C=NC(=CC1)OCC)C(=O)O (2R)-1-acetyl-4-(6-ethoxypyridin-3-yl)pyrrolidine-2-carboxylic acid